FC1(CC(C1)(C)CN1N=C(C(=C1C(=O)NC1=CC(=CC=C1)S(=O)(=NC(=O)C1COC1)C)C(F)(F)F)C1(CC1)F)F 1-((3,3-Difluoro-1-methylcyclobutyl)methyl)-3-(1-fluorocyclopropyl)-N-(3-(S-methyl-N-(oxetane-3-carbonyl)sulfonimidoyl)phenyl)-4-(trifluoromethyl)-1H-pyrazole-5-carboxamide